1,5-di-O-acetyl-2,3,4,6-tetra-O-methylhexitol CC(=O)OCC(C(C(C(COC)OC(=O)C)OC)OC)OC